C(C)(=O)N1CCC(CC1)(O)C=1C(N(C2=C(C(=NC(=C2C1)N[C@H](C)C1=C(C(=CC=C1)C(F)F)F)C)C#CC(C)(C)N)C)=O (R)-3-(1-acetyl-4-hydroxypiperidin-4-yl)-8-(3-amino-3-methylbutan-1-yn-1-yl)-5-((1-(3-(difluoromethyl)-2-fluorophenyl)ethyl)amino)-1,7-dimethyl-1,6-naphthyridin-2(1H)-one